FC1(C(C2=C(C(=C=C=C12)OC=1C=C(C=C(C1)C#N)C#N)I)O)F 5-(8,8-difluoro-7-hydroxy-5-iodobicyclo[4.2.0]oct-1,3,5-triene-2-enyloxy)-1,3-dicyanobenzene